COC1=CC=C(C=C1)C=CC(C=CC1=CC=C(C=C1)OC)=O 1,5-bis(4-methoxyphenyl)-1,4-pentadien-3-one